1-((4-(7-(3-(methylsulfonyl)phenyl)furo[3,2-b]pyridin-2-yl)phenyl)sulfonyl)azetidin-3-ol CS(=O)(=O)C=1C=C(C=CC1)C1=C2C(=NC=C1)C=C(O2)C2=CC=C(C=C2)S(=O)(=O)N2CC(C2)O